2-(4-(2-(3,4-dimethoxyphenyl)-3-(2,2,2-trifluoroethyl)-1H-indol-5-yl)piperidin-1-yl)-N-(2-(dimethylamino)ethyl)-N-methylacetamide COC=1C=C(C=CC1OC)C=1NC2=CC=C(C=C2C1CC(F)(F)F)C1CCN(CC1)CC(=O)N(C)CCN(C)C